NC=1N=C(C2=C(N1)N(C=C2)CC2=CC=C(C(=O)NC1=C(C=CC=C1)N)C=C2)C=2OC=CC2 4-((2-amino-4-(furan-2-yl)-7H-pyrrolo[2,3-d]pyrimidin-7-yl)methyl)-N-(2-aminophenyl)benzamide